7,9-dihydro-8H-purin-8-one N1=CN=C2NC(NC2=C1)=O